NC1=C(C(=S)NC(C)C)C=C(C=C1Cl)Cl 2-amino-3,5-dichloro-N-isopropylthiobenzamide